FC=1C=C2C(=CNC2=CC1)CCN(CC=C)C N-[2-(5-fluoro-1H-indol-3-yl)ethyl]-N-methylprop-2-en-1-amine